2-chloro-5-fluoro-4,6-dimethylpyrimidine ClC1=NC(=C(C(=N1)C)F)C